CC1=CC=C(C=C1)S(=O)(=O)OC[C@@H]1C[C@H](C1)N(C(=O)OC(C)(C)C)C(=O)OC(C)(C)C (trans-3-(bis(tert-butoxycarbonyl)amino)cyclobutyl)methyl 4-methylbenzenesulfonate